COC(=O)C=1SC(=C(C1)[N+](=O)[O-])C1=CN=CN1C.BrC1=CN=C(C=2N=NC(=CC21)NC(=O)C2CC2)NC N-(5-bromo-8-(methylamino)pyrido[3,4-c]pyridazin-3-yl)cyclopropanecarboxamide methyl-5-(1-methyl-1H-imidazol-5-yl)-4-nitrothiophene-2-carboxylate